N1=C(N=C2NC=NC2=C1N)N 9H-purin-2,6-diamine